5,9-dimethyl-5,6,8,9-tetrahydrodibenzo[c,h]acridine CC1CC=2C=C3CC(C4=C(C3=NC2C2=C1C=CC=C2)C=CC=C4)C